CC1=CC=C(C=C1)CC(=O)[O-] p-methylphenylacetate